FC1(CCC(CC1)N1C(C(=NC=C1)NC(C1=C(C=C(C=C1)NS(=O)(=O)CCO)N1CCC2(CC2)CC1)=O)=O)F N-(4-(4,4-difluorocyclohexyl)-3-oxo-3,4-dihydropyrazin-2-yl)-4-((2-hydroxyethyl)sulfonamido)-2-(6-azaspiro[2.5]octan-6-yl)benzamide